BrC=1C=NC(=NC1)N1C[C@@H](N(CC1)C(=O)OC(C)(C)C)CO tert-butyl (R)-4-(5-bromopyrimidin-2-yl)-2-(hydroxymethyl)piperazine-1-carboxylate